carbamoylmethyl-N-(4-(1-isopropyl-1H-pyrazol-4-yl)5-methylpyrimidin-2-yl)-1,2,3,4-tetrahydroisoquinolin-6-amine C(N)(=O)CC1NCCC2=CC(=CC=C12)NC1=NC=C(C(=N1)C=1C=NN(C1)C(C)C)C